(1R)-potassium gamma-hydroxybutyrate OCCCC(=O)[O-].[K+]